ClC1=CC(=C(N=N1)OC)C1=CC(=NC=C1C(=O)O)C 4-(6-chloro-3-methoxypyridazin-4-yl)-6-methylnicotinic acid